NC1=C(C=C(C=C1)C(C(=O)OC)(C)C)NC[C@H]1OCC1 methyl (S)-2-(4-amino-3-((oxetan-2-ylmethyl)amino)phenyl)-2-methylpropionate